(S)-3-bromo-4-(((1-(4-fluorophenyl)-2-hydroxyethyl)amino)methyl)benzoic acid methyl ester COC(C1=CC(=C(C=C1)CN[C@H](CO)C1=CC=C(C=C1)F)Br)=O